C(C#C)C1CNC2=C(O1)C=CC=C2 (prop-2-ynyl)-3,4-dihydro-2H-benzo[b][1,4]oxazin